(3aR,5s,6aS)-N-(2-(8-chloroimidazo[1,5-a]pyridin-3-yl)propan-2-yl)octahydrocyclopenta[c]pyrrole-5-carboxamide ClC=1C=2N(C=CC1)C(=NC2)C(C)(C)NC(=O)C2C[C@@H]1[C@@H](CNC1)C2